C(C)(C)(C)OC(=O)N1CCC=2C=CC(=NC2C1)OC(C)C1=C(C=C(C=C1)Cl)F (1-(4-chloro-2-fluorophenyl)ethoxy)-5,8-dihydro-1,7-naphthyridine-7(6H)-carboxylic acid tert-butyl ester